CNC=1N=C(C(=NC1C=1C2=C(C=NC1)N(C=N2)C)C(=O)N)NC2=CC=C(C=C2)N2CC1(COC1)C2 5-(Methylamino)-6-(3-methylimidazo[4,5-c]pyridin-7-yl)-3-[4-(2-oxa-6-azaspiro[3.3]heptan-6-yl)anilino]pyrazin-2-carboxamid